2,4-disulfonyl-alpha-phenyl-tertiary butyl-nitrone S(=O)(=O)=C1C(C=CC(C1)=S(=O)=O)C(=[NH+][O-])C(C)(C)C